O1C=C(C=C1)C1=CC=C(OC2C(COC2)NS(=O)(=O)C(C)C)C=C1 N-{4-[4-(3-furyl)phenoxy]tetrahydro-furan-3-yl}propane-2-sulfonamide